BrC1=CC=C(C=C1)/C=C/C(=O)N1CC(N(CC1)C(C1=CC=C(C=C1)OC)=O)C (E)-3-(4-bromophenyl)-1-(4-(4-methoxybenzoyl)-3-methylpiperazin-1-yl)prop-2-en-1-one